N[C@H](CC(C(=O)O)C)CC1=CC=CC=C1 (4R)-4-amino-2-methyl-5-phenylpentanoic acid